(2S)-1-((2-(3,6-diazabicyclo[3.1.1]heptan-3-yl)-7-(thiazol-2-yl)benzo[d]oxazol-4-yl)oxy)propan-2-ol C12CN(CC(N1)C2)C=2OC1=C(N2)C(=CC=C1C=1SC=CN1)OC[C@H](C)O